2-((1R,5s)-5-hydroxycyclopent-2-en-1-yl)acetic acid O[C@H]1CC=C[C@H]1CC(=O)O